1,5-anhydro-2,3-dideoxy-3-(((7-(3-fluoro-4-(((6-methoxypyridin-3-yl)methyl)carbamoyl)-benzyl)-4-methoxy-2,3-dihydro-1H-inden-5-yl)carbonyl)amino)-L-threo-pentitol FC=1C=C(CC=2C=C(C(=C3CCCC23)OC)C(=O)N[C@H]2CCOC[C@@H]2O)C=CC1C(NCC=1C=NC(=CC1)OC)=O